Cl.[C@H]12CC(C[C@H](CC1)N2)OCC=2C(=NOC2C2CC2)C2=C(C=CC=C2)Cl 4-(((1R,3R,5S)-8-azabicyclo[3.2.1]octan-3-yloxy)methyl)-3-(2-chlorophenyl)-5-cyclopropylisoxazole hydrochloride